[(3-ethylimidazol-4-yl)methyl]-2-methyl-propane-2-sulfinamide C(C)N1C=NC=C1CCC(C)(S(=O)N)C